4-amino-8-(2-cyanothiazol-5-yl)-7-fluoro-N-propylisoquinoline-3-carboxamide NC1=C(N=CC2=C(C(=CC=C12)F)C1=CN=C(S1)C#N)C(=O)NCCC